P(=O)(O)(O)O[C@H]1[C@H]([C@@H](O[C@@H]1CO)N1C=NC=2C(N)=NC=NC12)OCC#C O-propargyladenosine-3'-phosphate